ClC1=CC2=C(N(CN(C2=O)C=2C(=NC(=CC2)OC)C)C2=C(C=C(C=C2)OC(F)(F)F)C)N=C1C#N 6-chloro-3-(6-methoxy-2-methylpyridin-3-yl)-1-(2-methyl-4-(trifluoromethoxy)phenyl)-4-oxo-1,2,3,4-tetrahydropyrido[2,3-d]pyrimidine-7-carbonitrile